CC(CCC)NCCCCCN N-(pentan-2-yl)pentane-1,5-diamine